OC1=CC2=C(C(=C1C(=O)OC)C)OCO2 Methyl 6-Hydroxy-2-methyl-3,4-methylendioxybenzoate